1-(Spiro[benzopyran-3,4'-piperidin]-7-yl)dihydropyrimidine-2,4(1H,3H)-dione N1CCC2(CC1)COC1=C(C2)C=CC(=C1)N1C(NC(CC1)=O)=O